[4-[(2R)-2-(aminomethyl)morpholine-4-carbonyl]piperazin-1-yl]-[4-[[3-[4-(difluoromethoxy)phenyl]imidazo[1,2-a]pyrazin-8-yl]amino]-2-methylphenyl]methanone NC[C@@H]1CN(CCO1)C(=O)N1CCN(CC1)C(=O)C1=C(C=C(C=C1)NC=1C=2N(C=CN1)C(=CN2)C2=CC=C(C=C2)OC(F)F)C